CC[C@@H](CCC=C)S(=O)(=O)N (S)-HEPT-6-ENE-3-SULFONAMIDE